CN(C(=O)C=1C=CC(=C2C=CC=NC12)NC1CCN(CC1)CC(N1[C@@H](CCC1)C#N)=O)C1=CC=CC=C1 N-methyl-5-[[1-[2-oxo-2-[(2S)-2-cyanopyrrolidin-1-yl]ethyl]-4-piperidyl]amino]-N-phenyl-quinoline-8-carboxamide